2-(Boc)-5-(2-methoxy-N-methylacetylamino)-1,2,3,4-tetrahydroisoquinoline-1-carboxylic acid C(=O)(OC(C)(C)C)N1C(C2=CC=CC(=C2CC1)NC(C(OC)C)=O)C(=O)O